9-chlorotetracyclo[6.2.1.13,6.02,7]dodeca-4-ene ClC1C2C3C4C=CC(C3C(C1)C2)C4